C(C)(C)(C)OC(=O)N1CCC(=CC1)C1=CC(=C(C=C1)N)F 4-(4-amino-3-fluoro-phenyl)-3,6-dihydro-2H-pyridine-1-carboxylic acid tert-butyl ester